2,6-di-tert-butyl-4-(4-ethylbenzylidene)cyclohexene C(C)(C)(C)C1=CC(CC(C1)=CC1=CC=C(C=C1)CC)C(C)(C)C